cis-4-isopropylcyclohexyl-5-(cis-4-n-pentylcyclohexylcarbonylamino)isophthalamide C(C)(C)[C@H]1CC[C@H](CC1)C1=C(C(=O)N)C=C(C=C1C(=O)N)NC(=O)[C@@H]1CC[C@@H](CC1)CCCCC